ClC=1C(N(C(=CC1OC([2H])([2H])C1=NC=C(C=C1F)F)C)C1=CC(=NC=C1C)C(=O)[O-])=O (M)-3-chloro-4-((3,5-difluoropyridin-2-yl)methoxy-d2)-5',6-dimethyl-2-oxo-2H-[1,4'-bipyridine]-2'-carboxylate